2-Cyano-3-cyclopropyl-N-(4-fluoro-3-methyl-phenyl)-3-hydroxy-thioacrylamide C(#N)C(C(=S)NC1=CC(=C(C=C1)F)C)=C(O)C1CC1